1-octadecene C=CCCCCCCCCCCCCCCCC